(R)-N-(3,3-difluoro-1-(methyl-d3)piperidin-4-yl)-6-fluoro-5-(1-(2-fluoroethyl)-1H-benzo[d]imidazol-6-yl)-4-methoxypyrrolo[2,1-f][1,2,4]triazin-2-amine FC1(CN(CC[C@H]1NC1=NN2C(C(=N1)OC)=C(C(=C2)F)C=2C=CC1=C(N(C=N1)CCF)C2)C([2H])([2H])[2H])F